CN1C=2N(CC[C@@H](C1=O)NC(=O)C=1N=CC3=C(N1)C1(CCCC1)OC3)N=CC2 |r| N-[rac-(6S)-4-methyl-5-oxo-7,8-dihydro-6H-pyrazolo[1,5-a][1,3]diazepin-6-yl]spiro[5H-furo[3,4-d]pyrimidine-7,1'-cyclopentane]-2-carboxamide